8-Bromo-2-(2-hydroxyethyl)-3-(phenylamino)-3-(trifluoromethyl)-3,4-dihydroisoquinolin-1(2H)-one BrC=1C=CC=C2CC(N(C(C12)=O)CCO)(C(F)(F)F)NC1=CC=CC=C1